5-chloro-N-({(5S)-2-oxo-3-[4-(3-oxomorpholin-4-yl)phenyl]-1,3-oxazolidin-5-yl}methyl)thiophene-2-carboxamide ClC1=CC=C(S1)C(=O)NC[C@H]1CN(C(O1)=O)C1=CC=C(C=C1)N1C(COCC1)=O